cyclopropylacetyl chloride C1(CC1)CC(=O)Cl